C(C)(=O)C=1C=C(C=CC1)N(C(NC=1C=C2C(N(C=NC2=CC1)CC(=O)NC1=C(C=CC=C1)F)=O)=O)O 2-(6-(3-(3-acetylphenyl)-3-hydroxyureido)-4-oxoquinazolin-3(4H)-yl)-N-(2-fluorophenyl)acetamide